C\C(=C/CCO)\CCC=C(C)C (E)-4,8-dimethylnon-3,7-dien-1-ol